methyl 2-((4-((R)-2-(4-cyanophenyl)-2,3-dihydrobenzo[b][1,4]dioxin-5-yl) piperidin-1-yl) methyl)-1-((3S,4S)-4-methoxytetrahydrofuran-3-yl)-1H-benzo[d]imidazole-6-carboxylate C(#N)C1=CC=C(C=C1)[C@@H]1COC2=C(O1)C=CC=C2C2CCN(CC2)CC2=NC1=C(N2[C@H]2COC[C@H]2OC)C=C(C=C1)C(=O)OC